CC1CNC(CC1)=O 3-Methyl-6-oxopiperidine